COC=1C=C2C(=CNC2=CC1)C([2H])([2H])[C@@H]1N(CCC1)C (R)-5-methoxy-3-((1-methylpyrrolidin-2-yl)methyl-d2)-1H-indole